CCCCCCCCC(CCCCCCCC)OC(CCCCCCC(C(=O)O)C(=O)O)=O 2-(7-(heptadecan-9-yloxy)-7-oxoheptyl)malonic acid